CN1C(=NC=C1)CNC1=NC(=CC=C1C1CCOCC1)NC1=CC2=C(C=N1)SC(=N2)C2=NC=CC=C2C N2-[(1-Methyl-1H-imidazol-2-yl)methyl]-N6-[2-(3-methylpyridin-2-yl)-[1,3]thiazolo[5,4-c]pyridin-6-yl]-3-(oxan-4-yl)pyridine-2,6-diamine